(2R)-4,4,4-trifluoro-2-(4-fluorophenyl)-N-{4-[7-(pyridin-2-yl)-5H-pyrrolo[2,3-b]pyrazin-6-yl]pyridin-2-yl}butanamide FC(C[C@@H](C(=O)NC1=NC=CC(=C1)C1=C(C=2C(=NC=CN2)N1)C1=NC=CC=C1)C1=CC=C(C=C1)F)(F)F